3-(N,N-di(2-(2-ethyl-hexyloxycarbonyl)ethyl)amino)propyltrimethoxysilane 2-((1-(1H-pyrazol-5-yl)ethyl)(tert-butoxycarbonyl)amino)ethyl-methanesulfonate N1N=CC=C1C(C)N(CCCS(=O)(=O)O)C(=O)OC(C)(C)C.C(C)C(COC(=O)CCN(CCC(=O)OCC(CCCC)CC)CCC[Si](OC)(OC)OC)CCCC